CNC(O[C@@H]1CC[C@H](CC1)C(N(C[C@@H]1CC[C@H](CC1)C1=CC(=C(C=C1)OC)C)C1=CC(=CC=C1)C=1N=C(OC1)C(C)C)=O)=O trans-4-((3-(2-Iso-propyloxazol-4-yl)-phenyl)((trans-4-(4-methoxy-3-methyl-phenyl)cyclohexyl)-methyl)carbamoyl)-cyclohexyl methyl-carbamate